C1(CCC1)S(=O)(=O)N1CC=2NC(=NC2C1)C1=NNC2=CC(=CC=C12)C1=CC(=C(C=C1CC)O)F 4-(3-(5-(cyclobutylsulfonyl)-1,4,5,6-tetrahydropyrrolo[3,4-d]imidazol-2-yl)-1H-indazol-6-yl)-5-ethyl-2-fluorophenol